N[C@@H](C(=O)O)CC1=CC=CC=C1 (R)-2-Amino-3-phenylpropionic acid